propan-1-on C(CC)=O